(R)-(1'-(5-(2,3-dichlorophenyl)-4-cyano-6-methylpyrimidin-2-yl)-5,6-dihydrospiro[cyclopenta[b]pyridine-7,4'-piperidin]-6-yl)carbamic acid tert-butyl ester C(C)(C)(C)OC(N[C@@H]1CC=2C(=NC=CC2)C12CCN(CC2)C2=NC(=C(C(=N2)C#N)C2=C(C(=CC=C2)Cl)Cl)C)=O